ClC1=CC(=CN=N1)N1N=CC2=CC=C(C=C12)[N+](=O)[O-] 1-(6-chloropyridazin-4-yl)-6-nitroindazole